N-(1-cyanocyclopropyl)-8-(4-(1-methylcyclopropane-1-carbonyl)piperazin-1-yl)-3-(5-(trifluoromethyl)-1,3,4-thiadiazol-2-yl)imidazo[1,5-a]pyridine-6-sulfonamide C(#N)C1(CC1)NS(=O)(=O)C=1C=C(C=2N(C1)C(=NC2)C=2SC(=NN2)C(F)(F)F)N2CCN(CC2)C(=O)C2(CC2)C